3-(5-amino-2-((5-methyl-3-(trifluoromethyl)-1H-pyrazol-1-yl)methyl)-8-(pyrimidin-4-yl)-[1,2,4]triazolo[1,5-c]pyrimidin-7-yl)benzonitrile NC1=NC(=C(C=2N1N=C(N2)CN2N=C(C=C2C)C(F)(F)F)C2=NC=NC=C2)C=2C=C(C#N)C=CC2